N-(5-((1r,3r,5r,7r)-adamantan-2-yl)pentyl)-5-(4-chlorophenyl)-1-(2,4-dichlorophenyl)-4-methyl-1H-pyrazole-3-carboxamide C12C(C3CC(CC(C1)C3)C2)CCCCCNC(=O)C2=NN(C(=C2C)C2=CC=C(C=C2)Cl)C2=C(C=C(C=C2)Cl)Cl